OC(CC1=C(C(=O)N)C=CC=C1)O dihydroxyethylbenzamide